2,4-dinitroimidazole dimethyl-ammonium salt C[NH2+]C.[N+](=O)([O-])C=1NC=C(N1)[N+](=O)[O-]